OC(C#CC=1C=CC2=C(N(C([C@@H](CC2)NC(C2=NC=CC(=C2)OC2=CC=CC=C2)=O)=O)C([2H])([2H])[2H])C1)(C)C |r| (±)-N-(8-(3-Hydroxy-3-methylbut-1-yn-1-yl)-1-(methyl-d3)-2-oxo-2,3,4,5-tetrahydro-1H-benzo[b]azepin-3-yl)-4-phenoxypicolinamid